[Ge](=O)=[Te] germanium oxide telluride